2-bromo-4-chloro-aniline BrC1=C(N)C=CC(=C1)Cl